(+)-1-((2R,5S)-5-((7H-pyrrolo[2,3-d]pyrimidin-4-yl)amino)-2-methylpiperidin-1-yl)prop-2-en-1-one N1=CN=C(C2=C1NC=C2)N[C@H]2CC[C@H](N(C2)C(C=C)=O)C